C(N)(=O)C1=CC2=C(OCC3N2CCN(C3)C(=O)OC(C)(C)C)C=C1[N+](=O)[O-] tert-butyl 9-carbamoyl-8-nitro-1,2,4a,5-tetrahydrobenzo[b]pyrazino[1,2-d][1,4]oxazine-3(4H)-carboxylate